3-[2-[6-amino-1-(methylamino)-2,7-naphthyridin-4-yl]ethynyl]phenol NC=1C=C2C(=CN=C(C2=CN1)NC)C#CC=1C=C(C=CC1)O